2-(2-pyridazin-3-ylsulfanylethyl)malononitrile N1=NC(=CC=C1)SCCC(C#N)C#N